Nα-(((9H-fluoren-9-yl)methoxy)carbonyl)-1-(4-bromobenzyl)-Nα-methyl-L-tryptophan C1=CC=CC=2C3=CC=CC=C3C(C12)COC(=O)N([C@@H](CC1=CN(C2=CC=CC=C12)CC1=CC=C(C=C1)Br)C(=O)O)C